C(C#CC)(=O)N1CC[C@H]2[C@@H]1CN(CC2)C2=C1C(=C(NC1=C(C=C2F)C(=O)N)C)C 4-((3aS,7aR)-1-(but-2-ynoyl)octahydro-6H-pyrrolo[2,3-c]pyridin-6-yl)-5-fluoro-2,3-dimethyl-1H-indole-7-carboxamide